[S-2].[Al+3].[Ca+2].[Ca+2].[Ca+2].[Ca+2] tetracalcium aluminum sulfide